C1(CCCC1)NC(=O)OC=1C=C(C=CC1)C=1C=C(C=NC1)C=1N(C=CC1)C(=O)OC(C)(C)C tert-butyl 2-(5-(3-((cyclopentylcarbamoyl)oxy)phenyl)pyridin-3-yl)-1H-pyrrole-1-carboxylate